crotyl-zinc lithium chloride [Cl-].[Li+].C(C=CC)[Zn+].[Cl-]